CN(CCCC(=O)OCC1=C(C=CC(=C1)OCCCCCCCC\C=C/C\C=C/CCCCC)OCCCCCCCC\C=C/C\C=C/CCCCC)C 2,5-bis((9Z,12Z)-octadeca-9,12-dien-1-yloxy)benzyl 4-(dimethylamino)butanoate